1-[3-(4-methyl-1H-imidazol-1-yl)-4-phenoxyphenyl]-3-(3-methylphenyl)-1,3,5-triazine-2,4,6-trione CC=1N=CN(C1)C=1C=C(C=CC1OC1=CC=CC=C1)N1C(N(C(NC1=O)=O)C1=CC(=CC=C1)C)=O